1-(4,4-difluoroisochroman-1-yl)-N-methyl-methylamine FC1(COC(C2=CC=CC=C12)CNC)F